[N+](=O)([N+](=O)[O-])[O-] dinitrogen tetraoxide